1-[(2R,4S)-4-(4-Amino-3-[2-[1-(difluoromethyl)-6-fluoro-1,3-benzodiazol-5-yl]ethynyl]pyrazolo[4,3-c]pyridin-1-yl)-2-(methoxymethyl)pyrrolidin-1-yl]prop-2-en-1-one NC1=NC=CC2=C1C(=NN2[C@H]2C[C@@H](N(C2)C(C=C)=O)COC)C#CC2=CC1=C(N(C=N1)C(F)F)C=C2F